methyl 2-(6-hydroxy-2-morpholino-4-oxo-1,4-dihydropyrimidin-1-yloxy)acetate OC1=CC(N=C(N1OCC(=O)OC)N1CCOCC1)=O